C(=O)C1=CC=C(C=C1)C1=NC(=NC(=N1)C1=CC=C(C=C1)C=O)C1=CC=C(C=C1)C=O 2,4,6-tri(4-formylphenyl)-1,3,5-triazine